C(C)OC(=O)C1C[C@H](N(CC1=O)C(=O)OC(C)(C)C)C 5-keto-2-(R)-methyl-3,6-dihydropyridine-1,4(2H)-dicarboxylic acid 1-(tert-butyl) 4-ethyl ester